CC1OC(OCC1)=O 4-methyl-1,3-dioxan-2-one